3-(4-methyl-1H-imidazol-2-yloxy)benzonitrile CC=1N=C(NC1)OC=1C=C(C#N)C=CC1